FC1=CC=C(CN2C3=C(OCC2=O)C=C(C(=C3)C)[N+](=O)[O-])C=C1 4-(4-fluorobenzyl)-6-methyl-7-nitro-2H-benzo[b][1,4]oxazin-3(4H)-one